{2-[2-fluoro-6-(methoxymethoxy)-8-(4,4,5,5-tetramethyl-1,3,2-dioxaborolan-2-yl)naphthalen-1-yl]ethynyl}tris(propan-2-yl)silane FC1=C(C2=C(C=C(C=C2C=C1)OCOC)B1OC(C(O1)(C)C)(C)C)C#C[Si](C(C)C)(C(C)C)C(C)C